CC(CO)C1=CC=CC=C1 (+/-)-2-phenyl-1-propanol